NC1=CC=C(C=C1)OC(=O)CCCCCCCC(=O)OC1=CC=C(C=C1)N heptane-1,7-dicarboxylic acid di(4-aminophenyl) ester